C(C)(C)(C)C1=NOC(=C1)NC(=O)NC1=C(C=C(C=C1)OC1=CC=NC=2NC(CCC12)=O)SC 1-(3-(tert-butyl)isoxazol-5-yl)-3-(2-(methylthio)-4-((7-oxo-5,6,7,8-tetrahydro-1,8-naphthyridin-4-yl)oxy)phenyl)urea